C(C1=CC=CC=C1)ONC(CCCCCCNC(OC(C)(C)C)=O)=O tert-butyl (7-((benzyloxy)amino)-7-oxoheptyl)carbamate